sodium 2-ethyl-1,3-hexanediol dodecenyl-succinate C(=CCCCCCCCCCC)C(C(=O)[O-])CC(=O)[O-].C(C)C(CO)C(CCC)O.[Na+].[Na+]